C(C)OCOCCCC(CC(CC(CC(C)Br)C)C)C 10-bromo-4,6,8-trimethylundecyl ethoxymethyl ether